O=C(CCCOC1=CC=C2CCC3(C2=C1)CCC(CC3)C(=O)O)NCC3=CC(=CC=C3)C3=CC=NC=C3 6'-[4-oxo-4-({[3-(pyridin-4-yl)phenyl]methyl}amino)butoxy]-2',3'-dihydrospiro[cyclohexane-1,1'-indene]-4-carboxylic acid